tris(4,4,4-trifluoro-1-(2-furyl)-1,3-butanedione) dihydrate europium [Eu].O.O.FC(C(CC(=O)C=1OC=CC1)=O)(F)F.FC(C(CC(=O)C=1OC=CC1)=O)(F)F.FC(C(CC(=O)C=1OC=CC1)=O)(F)F